SCCC(=O)O.SCCC(=O)O.SCCC(=O)O.C(O)CC(CCO)CO 1,2,3-trimethylolpropane tris(3-mercaptopropionate)